NC(C(=O)N1CC(CCC1)N(C(=O)NCC=1NC2=CC=C(C=C2C1)Cl)C)COC 1-[1-(2-amino-3-methoxypropanoyl)piperidin-3-yl]-3-[(5-chloro-1H-indol-2-yl)methyl]-1-methylurea